N1CNCCCC1 hexahydro-1,3-diazepin